C(CCCCCCCCCCCC)C=[NH+][O-] tridecyl-nitrone